4-(6-hydroxy-4-(trifluoromethyl)pyridin-2-yl)cyclohexan-1-one OC1=CC(=CC(=N1)C1CCC(CC1)=O)C(F)(F)F